(+/-)-cis-N-(3-((2-(5-fluoro-1H-pyrrolo[2,3-b]pyridin-3-yl)-6-phenylpyrimidin-4-yl)amino)cyclohexyl)-1H-1,2,3-triazole-4-carboxamide FC=1C=C2C(=NC1)NC=C2C2=NC(=CC(=N2)N[C@H]2C[C@H](CCC2)NC(=O)C=2N=NNC2)C2=CC=CC=C2 |r|